O=C1N(CC2=CC(=CC=C12)C=1CCNCC1)N1C(CCCC1=O)=O (1-oxo-5-(1,2,3,6-tetrahydropyridin-4-yl)isoindolin-2-yl)piperidine-2,6-dione